N'-(tert-butyldimethylsilyl)-4-fluoro-1-isopropyl-1H-pyrazole-3-sulfonimidamide [Si](C)(C)(C(C)(C)C)N=S(=O)(N)C1=NN(C=C1F)C(C)C